N[13C](=O)N (13C)urea